ClC=1C=C(C=CC1)N1N=CC(=C1)C(C(=O)NC1=CC(=NN1C(=O)OC(C)(C)C)C1CC1)CC Tert-butyl 5-(2-(1-(3-chlorophenyl)-1H-pyrazol-4-yl) butanamido)-3-cyclopropyl-1H-pyrazole-1-carboxylate